ClC=1N=NN(C1)C1=CC=C(C(=C1CN)F)OC (6-(4-chloro-1H-1,2,3-triazol-1-yl)-2-fluoro-3-methoxyphenyl)methanamine